Sec-Butyl Chloromethyl Carbonate C(OC(C)CC)(OCCl)=O